N[C@H]([C@H](CCN1C(C2=CC(=C(C=C2C=C1)C1=NC=C(C=N1)C(F)(F)F)F)=O)O[Si](C)(C)C(C)(C)C)C 2-((3S,4S)-4-amino-3-((tert-butyldimethylsilyl)oxy)pentyl)-7-fluoro-6-(5-(trifluoromethyl)pyrimidin-2-yl)isoquinolin-1(2H)-one